CC1=COC2=C1C=C(C=C2)S(N(CCC2=CC=CC=C2)CC2=CC=C(C=C2)C2=C(C=CC=C2)C#N)(=O)=O 3-Methyl-5-(N-((2'-cyano-[1,1'-biphenyl]-4-yl)methyl)-N-phenethylsulfamoyl)benzofuran